O1C(=CC2=C1C=CC=C2)C(CC(N2N=CC(=N2)C2=CC=CC=C2)C2=CC=CC=C2)=O (benzofuran-2-yl)-3-phenyl-3-(4-phenyl-2H-1,2,3-triazol-2-yl)propan-1-one